N-(3-fluoro-4-(4-(1-methylpiperidin-4-yl)piperazin-1-yl)phenyl)carboxamide FC=1C=C(C=CC1N1CCN(CC1)C1CCN(CC1)C)NC=O